2-(5-((dibenzo[b,d]furan-2-ylmethyl)amino)-2-(4-fluorophenyl)-6-oxopyrimidin-1(6H)-yl)-N-((1-(phenylsulfonyl)-1H-pyrrolo[3,2-c]pyridine-2-yl)methyl)acetamide C1=C(C=CC=2OC3=C(C21)C=CC=C3)CNC3=CN=C(N(C3=O)CC(=O)NCC3=CC=2C=NC=CC2N3S(=O)(=O)C3=CC=CC=C3)C3=CC=C(C=C3)F